C(C1=CC=CC=C1)OC(=O)N1C[C@@]2(C[C@@H]2C=CC1)NC(=O)OCC1=CC=CC=C1 (1s,7r)-1-(((benzyloxy)carbonyl)amino)-3-azabicyclo[5.1.0]oct-5-ene-3-carboxylic acid benzyl ester